(R)-(3-Aminopyrrolidin-1-yl)(1-(1-(cyclopropylmethyl)-1H-indol-2-yl)-8,9-dihydro-7H-6-oxa-2,9a-diazabenzo[cd]azulen-4-yl)methanon N[C@H]1CN(CC1)C(=O)C=1C=C2C3=C(N=C(N3CCCO2)C=2N(C3=CC=CC=C3C2)CC2CC2)C1